N1C=C(C2=CC=CC=C12)C=1SC=C(N1)C1=C(NC2=CC=CC=C12)C 2-(1H-Indol-3-yl)-4-(2-methyl-1H-indol-3-yl)thiazole